C(C)(C)NC1=NC(=NC=C1C(=O)N)N[C@H]1CC2=CC=CC=C2CC1 (R)-4-(isopropylamino)-2-(1,2,3,4-tetrahydronaphthalen-2-ylamino)pyrimidine-5-carboxamide